1-{2-[(3R)-3-methylmorpholin-4-yl]Imidazo[1,5-b]Pyridazin-4-yl}cyclohexane-1-carbonitrile C[C@H]1N(CCOC1)C=1C=C(C=2N(N1)C=NC2)C2(CCCCC2)C#N